2-[3-(2,6-dimethylphenyl)-4-methoxy-phenyl]-5-methyl-3-oxo-N-[3-(pyrrolidine-1-carbonyl)phenyl]-1H-imidazole-3-ium-4-carboxamide CC1=C(C(=CC=C1)C)C=1C=C(C=CC1OC)C1NC(=C([N+]1=O)C(=O)NC1=CC(=CC=C1)C(=O)N1CCCC1)C